ClC=1C=C(C=CC1OC(F)F)C1=C2C(N=N1)=COCC2 3-(3-chloro-4-(difluoromethoxy)phenyl)-4,5-dihydropyrano[3,4-c]pyrazol